5-(benzofuran-2-yl)-4-fluoro-2-isopropyl-1,3-benzenediol O1C(=CC2=C1C=CC=C2)C=2C(=C(C(=C(C2)O)C(C)C)O)F